2,4,6-tris-[4-(2-ethylhexyl-oxycarbonyl)anilino]-1,3,5-triazine C(C)C(COC(=O)C1=CC=C(NC2=NC(=NC(=N2)NC2=CC=C(C=C2)C(=O)OCC(CCCC)CC)NC2=CC=C(C=C2)C(=O)OCC(CCCC)CC)C=C1)CCCC